FC=1C=C(C=CC1)NC(=O)C1CC(CC1)NC=1N=NC(=CC1)C1=CC=CC=C1 N-(3-fluorophenyl)-3-((6-phenylpyridazin-3-yl)amino)cyclopentane-1-carboxamide